N-(3-(6-((1-acetyl-piperidin-3-yl)-ethynyl)-5-morpholinopyridin-3-yl)-4-methylphenyl)-2-(trifluoromethyl)-isonicotinamide C(C)(=O)N1CC(CCC1)C#CC1=C(C=C(C=N1)C=1C=C(C=CC1C)NC(C1=CC(=NC=C1)C(F)(F)F)=O)N1CCOCC1